NC1=C(C(=NN1C(C)C)C1=C(C=C(C=C1)CC(=O)NC1=CC(=NO1)C1CC(C1)(C)C)F)C(=O)N 5-Amino-3-[4-[2-[[3-(3,3-dimethylcyclobutyl)isoxazol-5-yl]amino]-2-oxo-ethyl]-2-fluorophenyl]-1-isopropyl-pyrazole-4-carboxamide